3-(4-(5-((1H-indol-1-yl)methyl)pyrimidin-2-yl)piperazin-1-yl)-6-(1-methyl-1H-pyrazol-4-yl)pyrazolo[1,5-a]pyridine N1(C=CC2=CC=CC=C12)CC=1C=NC(=NC1)N1CCN(CC1)C=1C=NN2C1C=CC(=C2)C=2C=NN(C2)C